5-methylpyridin-3-carboxamide CC=1C=C(C=NC1)C(=O)N